N-methyl-nicotinic acid CN1CC(C(=O)O)=CC=C1